6-(1-(8-cyclobutyl-8-azabicyclo[3.2.1]octan-3-yl)piperidin-4-yl)-5-fluoro-1-methyl-2-(4-(methylsulfonyl)phenyl)-1H-benzo[d]imidazole C1(CCC1)N1C2CC(CC1CC2)N2CCC(CC2)C=2C(=CC1=C(N(C(=N1)C1=CC=C(C=C1)S(=O)(=O)C)C)C2)F